N1(N=CN=C1)C(=O)OC(CCCCCC)CCCCCCCCC(=O)OCCCCCC 16-(hexyloxy)-16-oxohexadecan-7-yl 1H-1,2,4-triazole-1-carboxylate